[AsH](O)(OC)=O.[NH4+] ammonium hydrogen methyl arsonate